3-(5-methoxy-1-(1-(methoxymethyl)-1H-pyrazol-4-yl)-2-methyl-1H-indole-3-carboxamido)benzoic acid COC=1C=C2C(=C(N(C2=CC1)C=1C=NN(C1)COC)C)C(=O)NC=1C=C(C(=O)O)C=CC1